C(C1=CC=CC=C1)OCC=O 2-benzyloxyacetaldehyde